C1(=CC=CC=C1)C1=C(C=2C(C3=CC=CC=C3C2C=C1)(C)C)C1=CC=CC=C1 bis(phenyl)-9,9-dimethylfluorene